NC=1C=2N(C=CN1)C(=NC2C2=C(C=C(C=C2)OC2=CC=CC=C2)F)C2CCC(OC2)CO (5-(8-amino-1-(2-fluoro-4-phenoxyphenyl)imidazo[1,5-a]pyrazin-3-yl)tetrahydro-2H-pyran-2-yl)methanol